Cetyl-dimethyl-hexaethyleneglycol ammonium sulfite S(=O)([O-])[O-].[NH4+].C(CCCCCCCCCCCCCCC)C(C(C)(C)O)OCCOCCOCCOCCOCCO.[NH4+]